5-((2R)-1-benzyl-4-hydroxy-2-methylpiperidin-4-yl)-2-(2,6-dioxopiperidin-3-yl)isoindoline-1,3-dione C(C1=CC=CC=C1)N1[C@@H](CC(CC1)(O)C=1C=C2C(N(C(C2=CC1)=O)C1C(NC(CC1)=O)=O)=O)C